(S)-N-((1H-pyrrolo[3,2-c]pyridine-2-yl)methyl)-2-(5-((1-(dibenzo[b,d]furan-2-yl)ethyl)amino)-6-oxo-2-(pyridine-2-yl)pyrimidin-1(6H)-yl)acetamide N1C(=CC=2C=NC=CC21)CNC(CN2C(=NC=C(C2=O)N[C@@H](C)C2=CC1=C(OC3=C1C=CC=C3)C=C2)C2=NC=CC=C2)=O